tert-butyl 3-((1-(3-(2,6-bis(benzyloxy)pyridin-3-yl)-1-methyl-1H-indazol-7-yl)piperidin-4-yl)methyl)-3,8-diazabicyclo[3.2.1]octane-8-carboxylate C(C1=CC=CC=C1)OC1=NC(=CC=C1C1=NN(C2=C(C=CC=C12)N1CCC(CC1)CN1CC2CCC(C1)N2C(=O)OC(C)(C)C)C)OCC2=CC=CC=C2